NC1=CC(=CC(=N1)NC1CCCCC1)CN1CCC(CC1)C (1R,4R)-4-((6-amino-4-((4-methylpiperidin-1-yl)methyl)pyridin-2-yl)amino)cyclohexane